(R)-(4,4-difluoropiperidin-1-yl)(1-((4-(isopropylsulfonyl)phenyl)sulfonyl)piperidin-3-yl)methanone FC1(CCN(CC1)C(=O)[C@H]1CN(CCC1)S(=O)(=O)C1=CC=C(C=C1)S(=O)(=O)C(C)C)F